NC1=CC(=NC=C1)C(CC)=O 1-(4-aminopyridin-2-yl)propan-1-one